N-(4-cyclobutyl-1-methyl-3-(cis)-(3-phenylcyclobutyl)-1H-pyrazol-5-yl)-2-(3,3-difluorocyclobutyl)acetamide C1(CCC1)C=1C(=NN(C1NC(CC1CC(C1)(F)F)=O)C)[C@@H]1C[C@@H](C1)C1=CC=CC=C1